(3S)-3-(4-chlorophenyl)-3-[(1R)-1-(4-chlorophenyl)-7-fluoro-5-(2-hydroxypropan-2-yl)-3-oxo-1-[(3S)-oxocyclopent-3-yloxy]-2,3-dihydro-1H-isoindol-2-yl]propionic acid ClC1=CC=C(C=C1)[C@H](CC(=O)O)N1[C@@](C2=C(C=C(C=C2C1=O)C(C)(C)O)F)(O[C@@H]1CC(CC1)=O)C1=CC=C(C=C1)Cl